tert-butyl (3S*,4R*)-3-({[3,5-bis(trifluoromethyl)phenyl]carbamoyl}amino)-4-(4-fluorophenyl)pyrrolidine-1-carboxylate FC(C=1C=C(C=C(C1)C(F)(F)F)NC(=O)N[C@@H]1CN(C[C@H]1C1=CC=C(C=C1)F)C(=O)OC(C)(C)C)(F)F |o1:16,20|